FC1=C(C(=C(C(=C1C)F)F)C)F 1,2,4,5-tetrafluoro-3,6-dimethylbenzene